SC=1SC2=C(N1)C=CC=C2.[K] potassium 2-mercaptobenzothiazole salt